S(=O)(=O)(OO)[O-].[K+] Kalium hydrogenperoxomonosulfat